3-(1-isopropyl-1H-benzo[d][1,2,3]triazol-5-yl)-5-(2-methylpyridin-3-yl)-1,2,4-oxadiazole C(C)(C)N1N=NC2=C1C=CC(=C2)C2=NOC(=N2)C=2C(=NC=CC2)C